6-(3-(diethylamino)benzyl)-1-methyl-1,6-dihydro-2H-pyrido[3',2':6,7]azepino[4,3,2-cd]isoindol-2-one C(C)N(C=1C=C(CN2C3=C(C=C4N(C(C=5C=CC=C2C45)=O)C)C=CC=N3)C=CC1)CC